2-amino-4,6-dichloropyridine-3-carboxylic acid NC1=NC(=CC(=C1C(=O)O)Cl)Cl